3-Chloro-2-(2-[[(3R)-1-ethyl-3-piperidyl]amino]oxazolo[4,5-b]pyridin-5-yl)-5-fluoro-phenol ClC=1C(=C(C=C(C1)F)O)C1=CC=C2C(=N1)N=C(O2)N[C@H]2CN(CCC2)CC